C(C=C)N(S(=O)(=O)C1=CC=C(C=C1)C)C1=C(C=C(C=C1)F)C(=C)C1=CC=CC=C1 N-allyl-N-(4-fluoro-2-(1-phenylvinyl)phenyl)-4-methylbenzenesulfonamide